N-((1S,4S,4aS)-7-hydroxy-5-methyl-6,8-dioxo-1-phenyl-1,2,3,4,4a,5,6,8-octahydrodipyrido[1,2-b:2',1'-f][1,2,4]triazin-4-yl)acetamide OC=1C(C=CN2N3[C@H](N(C(C21)=O)C)[C@H](CC[C@H]3C3=CC=CC=C3)NC(C)=O)=O